N1(N=CC=C1)C(=O)O pyrazole-1-carboxylic acid